N-(4-((5-(3-fluoro-4-hydroxyphenyl)-1H-pyrazol-3-yl)amino)-3-methylphenyl)methansulfonamid FC=1C=C(C=CC1O)C1=CC(=NN1)NC1=C(C=C(C=C1)NS(=O)(=O)C)C